C[C@H]1[C@H]([C@H]([C@@H]([C@@H](O1)O[C@@H]2[C@H](O[C@H]([C@@H]([C@H]2O[C@H]3[C@@H]([C@H]([C@H]([C@H](O3)CO)O)O[C@H]4[C@@H]([C@H]([C@@H]([C@H](O4)CO)O[C@H]5[C@H]([C@@H]([C@@H]([C@@H](O5)C)O)O)O)O[C@H]6[C@@H]([C@H]([C@H]([C@H](O6)CO)O)O)O)NC(=O)C)O)NC(=O)C)O)CO)O)O)O The molecule is a branched amino hexasaccharide comprising a linear chain of beta-D-galactose, N-acetyl-beta-D-glucosamine, beta-D-galactose and N-acetylbeta-D-glucosamine, all linked (1->3), with an alpha-L-fucose residue (1->4)-linked to each N-acetyl-beta-D-glucosamine residue. It has a role as an epitope. It is an amino hexasaccharide and a glucosamine oligosaccharide.